pyrazolium chloride salt [Cl-].[NH+]=1NC=CC1